N1CC=CC2=CC=CC=C12 1,2-Dihydroquinoline